3-phenylmethoxycyclobutane-1-carboxylic acid C1(=CC=CC=C1)COC1CC(C1)C(=O)O